methyl (S)-5-bromo-4-(((2,5-dioxopyrrolidin-3-yl)amino)methyl)thiophene-3-carboxylate BrC1=C(C(=CS1)C(=O)OC)CN[C@@H]1C(NC(C1)=O)=O